(S)-3-((6-(1H-imidazol-1-yl)pyridin-3-yl)oxy)-2-((1,3-dioxoisoindolin-2-yl)oxy)-2-methylpropanoic acid tert-butyl ester C(C)(C)(C)OC([C@@](COC=1C=NC(=CC1)N1C=NC=C1)(C)ON1C(C2=CC=CC=C2C1=O)=O)=O